CCCC(=O)N[C@@H](CO)C(=O)NC(CC(=C)C)C(=O)C1(CO1)CO The molecule is an epoxide that is oxiran-2-ylmethanol which is acylated at position 2 by N-butanoyl-L-seryl-4-methylidenenorvalinyl group. It is a proteasome inhibitor isolated from Streptomyces. It has a role as a proteasome inhibitor, an antineoplastic agent, an antimicrobial agent and a bacterial metabolite. It is an epoxide, a ketone, a primary alcohol, a secondary alcohol, a diol and a monocarboxylic acid amide.